CN1CCN(CC1)CCSC1=NC=CC(=N1)NC1=CC(=C(C=C1)OCC1=CC(=CC=C1)F)Cl 2-(2-(4-methylpiperazino)ethylthio)-4-(3-chloro-4-(3-fluorobenzyloxy)phenylamino)pyrimidine